BrC1=CC=C(N=N1)N1CCN(C2(CC2)C1)C(=O)OC(C)(C)C tert-butyl 7-(6-bromopyridazin-3-yl)-4,7-diazaspiro[2.5]octane-4-carboxylate